4-[3-chloro-6-fluoro-2-[(E)-2-[4-(methylsulfanylmethyl)phenyl]ethenyl]phenyl]-5-hydroxy-2,6-dimethyl-pyridazin-3-one ClC=1C(=C(C(=CC1)F)C=1C(N(N=C(C1O)C)C)=O)\C=C\C1=CC=C(C=C1)CSC